3-(1,3-dimethyl-1H-indazol-5-yl)-2,6-dimethyl-N-(4-(methylsulfonyl)benzyl)imidazo[1,2-b]pyridazin-8-amine CN1N=C(C2=CC(=CC=C12)C1=C(N=C2N1N=C(C=C2NCC2=CC=C(C=C2)S(=O)(=O)C)C)C)C